C(C1=CC=CC=C1)NC(=O)C=1C(NC(NC1)=O)=O benzylaminocarbonyluracil